BrC1=CC(=NC=C1)N1CCOC2(CN(C2)S(=O)(=O)C)C1 8-(4-bromopyridin-2-yl)-2-(methylsulfonyl)-5-oxa-2,8-diazaspiro[3.5]nonane